C1(=CC=CC=C1)C1C(=O)OC(C1)=O phenylsuccinic anhydride